(2S,4R,5R)-5-(2-Amino-6,8-dioxo-7-(prop-2-yn-1-yl)-1,6,7,8-tetrahydro-9H-purin-9-yl)-4-hydroxy-N-methyltetrahydrofuran-2-carboxamide NC=1NC(C=2N(C(N(C2N1)[C@H]1[C@@H](C[C@H](O1)C(=O)NC)O)=O)CC#C)=O